5-Bromooxazolo[4,5-b]pyridin-2(3H)-one BrC1=CC=C2C(=N1)NC(O2)=O